N-(4-(1-ethyl-1H-pyrazol-4-yl)-2-methoxyphenyl)formamide C(C)N1N=CC(=C1)C1=CC(=C(C=C1)NC=O)OC